N-(1-(3-fluoro-4-(1-methyl-6-oxo-1,6-dihydropyrimidin-5-yl)phenyl)cyclopropyl)-1-isopropyl-1H-pyrazolo[3,4-d]pyrimidine-6-carboxamide FC=1C=C(C=CC1C1=CN=CN(C1=O)C)C1(CC1)NC(=O)C1=NC=C2C(=N1)N(N=C2)C(C)C